N[C@H]1C[C@H]([C@H](C1)C(=O)N[C@@H](C1(CCCC1)C)C1=C(C(=CC=C1F)Cl)Cl)CO |r| (±)-(1S,2R,4S)-4-amino-N-((S)-(2,3-dichloro-6-fluorophenyl)(1-methylcyclopentyl)methyl)-2-(hydroxymethyl)cyclopentane-1-carboxamide